4-(1-hydroxy-1-methyl-ethyl)-N-[3-[(1S)-1-[(4-methyl-1,2,4-triazol-3-yl)sulfanyl]ethyl]phenyl]-6-(trifluoromethyl)pyridine-2-carboxamide OC(C)(C)C1=CC(=NC(=C1)C(F)(F)F)C(=O)NC1=CC(=CC=C1)[C@H](C)SC1=NN=CN1C